ClC1=CC2=C(N(C(C(N2C)=O)=O)C2CCN(CC2)C2=NC=C(C=C2)C(=O)N2CCOCC2)N=C1 7-chloro-1-methyl-4-(1-(5-(morpholine-4-carbonyl)pyridin-2-yl)piperidin-4-yl)-1,4-dihydropyrido[2,3-b]pyrazine-2,3-dione